C(C(=C([2H])[2H])[2H])(=O)N1[C@H](CN(CC1)C1=NC(=NC=2C[C@@]3(CCC12)C=CC1=C(C=CC=C13)Cl)OCC13CCCN3CCC1)CC#N 2-((S)-1-(acryloyl-d3)-4-((S)-4-chloro-2'-((tetrahydro-1H-pyrrolizin-7a(5H)-yl)methoxy)-5',8'-dihydro-6'H-spiro[indene-1,7'-quinazolin]-4'-yl)piperazin-2-yl)acetonitrile